O1N=CC(=C1)C=1C=C(C(=NC1N1CCN(CC1)C)OC)NC=1N=C(C2=C(N1)NC=C2)NC=2C(=C1N=CC=NC1=CC2)P(C)(C)=O (6-((2-((5-(isoxazol-4-yl)-2-methoxy-6-(4-methylpiperazin-1-yl)pyridin-3-yl)amino)-7H-pyrrolo[2,3-d]pyrimidin-4-yl)amino)quinoxalin-5-yl)dimethyl-phosphine oxide